C(C)(C)(C)C1[C@](N(CC[C@@]1(C(=O)O)CC1=NC(=CC(=C1F)C(CC)=O)Cl)C(=O)O)(C)C(C)(C)C Di-tert-butyl-(2R,4R)-4-((6-chloro-3-fluoro-4-propionylpyridin-2-yl)methyl)-2-methylpiperidine-1,4-dicarboxylic acid